Cl.N1=CC=C(C=C1)CCCOC=1C=C2C(NC(=NC2=CC1)N1C=C2C(C=C1)=CCS2)=O 6-(3-pyridin-4-yl-propoxy)-2-thieno[2,3-c]pyridin-6-yl-3H-quinazolin-4-one hydrochloride